FC(C(C(C(C(C(C(C(F)(F)F)(F)F)(F)F)(F)F)(F)F)(F)F)(F)F)(OS(O)(=O)=O)F perfluorooctyl-sulfuric acid